SCCC(=O)OCC(O)CO glycerol (3-mercaptopropionate)